octamethyl-[1,4,2,3]dioxadiborinino[2,3-b][1,4,2,3]dioxadiborinine CC1(C(OB2B(O1)OC(C(O2)(C)C)(C)C)(C)C)C